diisopropyl trans-cyclohex-4-ene-1,2-dicarboxylate [C@@H]1([C@@H](CC=CC1)C(=O)OC(C)C)C(=O)OC(C)C